OC(CCOCC1=CC=2N(C=C1)C(=CN2)C(=O)OCC)(C)C ethyl 7-((3-hydroxy-3-methylbutoxy)methyl)imidazo[1,2-a]pyridine-3-carboxylate